C(CCC)C1N(CCCN(C1)C1=NC=C(C=N1)F)C(=O)O.C(C)C(CC(=O)N[C@@H](CCO[C@@H]1C[C@H](C1)CCC1=NC=2NCCCC2C=C1)C(=O)O)CC N-(3-ethylpentanoyl)-O-(trans-3-(2-(5,6,7,8-tetrahydro-1,8-naphthyridin-2-yl)ethyl)cyclobutyl)homoserine Butyl-4-(5-fluoropyrimidin-2-yl)-1,4-diazepane-1-carboxylate